C(C)(=O)OC1O[C@]([C@H]([C@H]1OC(C)=O)OCC1=CC=CC=C1)(C#C[Si](CC)(CC)CC)COCC1=CC=CC=C1 (3R,4S,5R)-4-(benzyloxy)-5-((benzyloxy)methyl)-5-((triethylsilyl)ethynyl)tetrahydrofuran-2,3-diyl diacetate